6-(2-aminophenoxy)-1H,3H-benzo[de]isochromene-1,3-dione NC1=C(OC=2C=CC=3C(OC(C4=CC=CC2C34)=O)=O)C=CC=C1